C1(CC1)C=1C(=C2C(C(NC2=CC1)=O)(C)C)F 5-cyclopropyl-4-fluoro-3,3-dimethyl-2-oxoindol